NN(CCC(N)=O)C(=O)O Aza-Glutamine